Cl.FC(C1=CC=C(C=C1)[C@@H]1NCCCC1)(F)F (2R)-2-[4-(trifluoromethyl)phenyl]hexahydropyridine hydrochloride